di(3-cyclopentene) furan-2,5-dicarboxylate O1C(=CC=C1C(=O)O)C(=O)O.C1CC=CC1.C1CC=CC1